N1N=NN=NC1=O.[Na] sodium pentazinone